FC1=CC(=C(C=C1)C=1C=C(C=NC1OC1=CC=C(C=C1)C(F)(F)F)C(=O)N[C@@H](CO)C)OC 5-(4-fluoro-2-methoxyphenyl)-N-[(2R)-1-hydroxypropan-2-yl]-6-[4-(trifluoromethyl)phenoxy]pyridine-3-carboxamide